3-(3-(4-phenoxyphenyl)acryloyl)oxazolidin-2-one O(C1=CC=CC=C1)C1=CC=C(C=C1)C=CC(=O)N1C(OCC1)=O